FC(C=1C(=C(C=CC1)[C@@H](C)NC1=NN=C(C=2C1=CN(C(C2)=O)C2(CC2)C)N2CCNCC2)F)F (R)-4-((1-(3-(difluoromethyl)-2-fluorophenyl)ethyl)amino)-6-(1-methylcyclopropyl)-1-(piperazin-1-yl)pyrido[3,4-d]pyridazin-7(6H)-one